4-(2-(2-chlorophenyl)-6,8-dioxo-5,7-diazaspiro[3.4]octan-7-yl)-N-(6-((2-(2,6-dioxopiperidin-3-yl)-1,3-dioxoisoindolin-4-yl)oxy)hexyl)isoquinoline-7-carboxamide ClC1=C(C=CC=C1)C1CC2(C1)NC(N(C2=O)C2=CN=CC1=CC(=CC=C21)C(=O)NCCCCCCOC2=C1C(N(C(C1=CC=C2)=O)C2C(NC(CC2)=O)=O)=O)=O